BrC1=NC=CC(=C1)NCC=1N=C2N(C(N(C=C2)C2CC2)=O)C1 2-(((2-bromopyridin-4-yl)amino)methyl)-6-cyclopropylimidazo[1,2-c]pyrimidin-5(6H)-one